BrC1=C(C=CC(=C1F)CCl)F 2-bromo-4-chloromethyl-1,3-difluorobenzene